P(=S)(SCCC)(OCCC)[O-].[Sb+3].C(CC)SP(=S)(OCCC)[O-].C(CC)SP(=S)(OCCC)[O-] antimony dipropyl dithiophosphate